BrC1=C(C=C2C(=NC(=NC2=C1F)F)N1C[C@@H](N(CC1)C(=O)OC(C)(C)C)CC#N)F Tert-butyl (S)-4-(7-bromo-2,6,8-trifluoroquinazolin-4-yl)-2-(cyanomethyl)piperazine-1-carboxylate